O[C@@]1([C@@H](CC[C@H](C1)C)C(C)C)C(=O)NC[C@H](C1=CC=CC=C1)NC(CNC(OC(C)(C)C)=O)=O tert-butyl (2-(((S)-2-((1S,2S,5R)-1-hydroxy-2-isopropyl-5-methylcyclohexane-1-carboxamido)-1-phenylethyl)amino)-2-oxoethyl)carbamate